C(#N)C=1C=C(C=NC1)[C@@H]1N(OCC1)C(=O)OC(C)(C)C Tert-butyl (3R)-3-(5-cyano-3-pyridyl)isoxazolidine-2-carboxylate